5-(4-((2S,5S)-5-(4-chlorobenzyl)-2-methylmorpholino)piperidin-1-yl)-4H-1,2,4-triazol-3-amine ClC1=CC=C(C[C@@H]2N(C[C@@H](OC2)C)C2CCN(CC2)C=2NC(=NN2)N)C=C1